CC=1C=C(C=NC1OC1=CC=CC2=C1C1(CC1)CO2)N2C(NC1=C2C=CC=C1)=O 3-(5-methyl-6-spiro[2H-benzofuran-3,1'-cyclopropane]-4-yloxy-3-pyridyl)-1H-benzimidazol-2-one